C(CCC)OC1=C(C=2C=3C=C(C(=CC3C3=C(C2C=C1OCCCC)C=C(C(=C3)OCCCC)OCCCC)OCCCC)OCCCC)N 2,3,6,7,10,11-hexabutoxybenzophenanthrene-1-amine